N-[3-methyl-4-[(6-piperazin-1-yl-1,7-naphthyridin-4-yl)oxy]phenyl]-2-oxo-1-phenyl-pyridine-3-carboxamide hydrochloride Cl.CC=1C=C(C=CC1OC1=CC=NC2=CN=C(C=C12)N1CCNCC1)NC(=O)C=1C(N(C=CC1)C1=CC=CC=C1)=O